O[C@H]1COCC[C@@H]1NC(=O)C1=CC(=CC=2OCOC21)CC2=CC=C(C=C2)C=2N=C(OC2)C N-[(3R,4S)-3-hydroxytetrahydropyran-4-yl]-6-[[4-(2-methyloxazol-4-yl)phenyl]methyl]-1,3-benzodioxole-4-carboxamide